IC=1C=C(CNC(OC(C)(C)C)=O)C=CC1 tert-butyl 3-iodobenzylcarbamate